NC1=NC=2N(C(=N1)NCC(F)F)N=CC2C#N 2-amino-4-((2,2-difluoroethyl)amino)pyrazolo[1,5-a][1,3,5]triazine-8-carbonitrile